(4S)-7-(3,5-dimethylisoxazol-4-yl)-4-pyridin-2-yl-2-pyrrolidin-3-yl-4,5-dihydroimidazo[1,5,4-de][1,4]benzoxazine CC1=NOC(=C1C1=CC=C2C=3N([C@H](COC31)C3=NC=CC=C3)C(=N2)C2CNCC2)C